2-(6-bromo-1H-benzimidazol-1-yl)ethan-1-ol BrC=1C=CC2=C(N(C=N2)CCO)C1